FC1=C(CN2C(N(C(C3=C2SC(=C3CN(C)C)C3=CC=C(C=C3)NC(=O)NOC)=O)C=3N=NC(=CC3)OC)=O)C(=CC=C1)F 1-(4-[1-(2,6-difluorobenzyl)-5-dimethylaminomethyl-3-(6-methoxypyridazin-3-yl)-2,4-dioxo-1,2,3,4-tetrahydrothieno[2,3-d]pyrimidin-6-yl]phenyl)-3-methoxyurea